CC1=CC=C(C=C1)S(=O)(=O)OCCOCCOCCN1C(C2=CC=C3C=4C2=C(C1=O)C=CC4OC4=CC=C(C=C43)C4=CC=C(C=C4)C(F)(F)F)=O 2-(2-(2-(1,3-dioxo-9-(4-(trifluoromethyl)phenyl)-1H-xantheno[2,1,9-def]isoquinolin-2(3H)-yl)ethoxy)ethoxy)ethyl 4-methylbenzenesulfonate